[Si].[Mg] magnesium-silicon